6-(cyclopropanecarboxamido)-4-((2,5-dimethyl-1-oxo-1,2,4,5-tetrahydropyrido[3,4-e][1,2,4]triazolo[4,3-a]pyrazin-6-yl)amino)-N-(methyl-d3)nicotinamide C1(CC1)C(=O)NC1=NC=C(C(=O)NC([2H])([2H])[2H])C(=C1)NC1=NC=CC2=C1N(CC=1N2C(N(N1)C)=O)C